(E)-4-(2-{3-[(1H-pyrazol-1-yl)methyl]-5,5,8,8-tetramethyl-5,6,7,8-tetrahydronaphthalene-2-yl}vinyl)benzoic acid N1(N=CC=C1)CC=1C(=CC=2C(CCC(C2C1)(C)C)(C)C)/C=C/C1=CC=C(C(=O)O)C=C1